C1(CCC1)N1C=C(C(=CC1=O)NC1[C@@H]2CN(C[C@H]12)C)C(=O)N[C@H](C)C1=C(C(=CC=C1)C(F)(F)F)F 1-cyclobutyl-N-((R)-1-(2-fluoro-3-(trifluoromethyl)phenyl)ethyl)-4-(((1R,5S,6s)-3-methyl-3-azabicyclo[3.1.0]hexan-6-yl)amino)-6-oxo-1,6-dihydropyridine-3-carboxamide